(2S,4R)-1-(2-(3-acetyl-5-(pyridazin-4-yl)-1H-indol-1-yl)acetyl)-N-(2-ethyl-3-oxoisoindolin-5-yl)-4-fluoropyrrolidine-2-carboxamide C(C)(=O)C1=CN(C2=CC=C(C=C12)C1=CN=NC=C1)CC(=O)N1[C@@H](C[C@H](C1)F)C(=O)NC=1C=C2C(N(CC2=CC1)CC)=O